C(C)OC(CCN1C(C(N=C(C2=C1C=CC(=C2)Cl)C2=CC=CC=C2)C2CCCC2)=O)=O 3-(7-chloro-3-cyclopentyl-2-oxo-5-phenyl-2,3-dihydro-1H-benzo[e][1,4]diazepin-1-yl)propionic acid ethyl ester